O=C1NC(CCC1OC1=CC=C(C=C1)C1CCN(CC1)CC(=O)N1CCN(CC1)C1=CC=C(C=N1)C=1C=C2C(=NC1)NC=C2C(=O)C=2C(=C(C=CC2F)NS(=O)(=O)C(C)CC)F)=O N-[3-[5-[6-[4-[2-[4-[4-[(2,6-dioxo-3-piperidyl)oxy]phenyl]-1-piperidyl]acetyl]piperazin-1-yl]-3-pyridyl]-1H-pyrrolo[2,3-b]pyridine-3-carbonyl]-2,4-difluoro-phenyl]butane-2-sulfonamide